4-{[3-(4-{[(3S,4R)-3-fluoropiperidin-4-yl]amino}-1-(2,2,2-trifluoroethyl)-1H-indol-2-yl)prop-2-yn-1-yl]amino}-3-methoxy-N-methylbenzamide F[C@H]1CNCC[C@H]1NC1=C2C=C(N(C2=CC=C1)CC(F)(F)F)C#CCNC1=C(C=C(C(=O)NC)C=C1)OC